C(C)N1N=CC=C1CN1C=NC2=C1C=C(C=C2)C(=O)O 1-((1-ethyl-1H-pyrazol-5-yl)methyl)-1H-benzo[d]imidazole-6-carboxylic acid